BrC=1C(=C(C=CC1)C1=NNC=N1)OC 3-(3-bromo-2-methoxyphenyl)-1H-1,2,4-triazole